OC1=C(C=CC(=C1)CC=C)O Hydroxy-chavicol